C(C1=CC=CC=C1)[C@@H]1N(C(OC1)=O)C(=O)[C@@H](CNC(OC(C)(C)C)=O)CCOC tert-butyl ((R)-2-((S)-4-benzyl-2-oxooxazolidine-3-carbonyl)-4-methoxybutyl)carbamate